C(C)(C)(C)OC(=O)N1CCC(CC1)NC(C1=CC(=CC=C1)[N+](=O)[O-])=O tert-butyl-4-(3-nitrobenzamido)piperidine-1-carboxylate